CC1CC(CCCCCCCCCC(C1)=O)=O 3-methylcyclotetradecane-1,5-dione